N1CC(CCC1)C1=CN=C2N1C=CC=C2 3-(piperidin-3-yl)imidazo[1,2-a]pyridine